CC(=O)C[C@H](C(=O)O)N The molecule is a D-alanine derivative in which one of the methyl hydrogens of D-alanine has been replaced by an acetyl group. It is a 2-amino-4-oxopentanoic acid and a D-alanine derivative. It is a tautomer of a (R)-2-amino-4-oxopentanoic acid zwitterion.